COC1=CC2=C(C=C1C=1C=NNC1)COC=1N=C(SC12)N(C1CC(NC(C1)(C)C)(C)C)C 8-Methoxy-N-methyl-7-(1H-pyrazol-4-yl)-N-(2,2,6,6-tetramethylpiperidin-4-yl)-5H-isochromeno[3,4-d]thiazol-2-amine